(S)-tert-butyl (1-((3-(1-(5-(trifluoromethyl)pyrimidin-2-yl) piperidin-4-yl)ureido)oxy)propan-2-yl)carbamate FC(C=1C=NC(=NC1)N1CCC(CC1)NC(NOC[C@H](C)NC(OC(C)(C)C)=O)=O)(F)F